1-(1-methyl-1H-pyrazolo[4,3-c]pyridin-4-yl)cyclohexane-1,4-diamine hydrochloride Cl.CN1N=CC=2C(=NC=CC21)C2(CCC(CC2)N)N